(R)-N-(5-((6-(3-(3-(2,5-difluorophenoxy)phenyl)isoxazolidin-2-yl)pyrimidin-4-yl)amino)-2-((2-(dimethyl-amino)ethyl)(meth-yl)amino)-4-meth-oxyphenyl)acryl-amide FC1=C(OC=2C=C(C=CC2)[C@@H]2N(OCC2)C2=CC(=NC=N2)NC=2C(=CC(=C(C2)NC(C=C)=O)N(C)CCN(C)C)OC)C=C(C=C1)F